C1(=CC=CC=C1)C1OO1 phenyldioxirane